3-(2-amino-5-(5-(2-cyanoprop-2-yl)-2-methoxybenzyl)-6-hydroxypyrimidin-4-yl)propionic acid NC1=NC(=C(C(=N1)CCC(=O)O)CC1=C(C=CC(=C1)C(C)(C)C#N)OC)O